COC=1C=2N(C=C(C1)C1=C(C(=NN1)C=1C=C3CCC(CC3=CC1)N(C)C)CC(F)(F)F)N=CN2 6-(5-(8-methoxy-[1,2,4]triazolo[1,5-a]pyridin-6-yl)-4-(2,2,2-trifluoroethyl)-1H-pyrazol-3-yl)-N,N-dimethyl-1,2,3,4-tetrahydronaphthalen-2-amine